(Z)-5-(3-(tert-butoxy)-3-oxoprop-1-en-1-yl)-2-methoxybenzoic acid methyl ester COC(C1=C(C=CC(=C1)\C=C/C(=O)OC(C)(C)C)OC)=O